C(#C)C=1C=CC(=NC1)CN1C2=NC=NC(=C2N=C1)N1CCNCC1 9-((5-ethynylpyridin-2-yl)methyl)-6-(piperazin-1-yl)-9H-purine